nitric acid-15N [15N+](=O)(O)[O-]